CC(C(=O)ONC(=O)C=1C(=NC(=C(C1)F)Cl)Cl)(C)C [(2,6-dichloro-5-fluoro-pyridine-3-carbonyl) amino] 2,2-dimethylpropanoate